C(C)OC(NC1[C@H]2CC(C[C@@H]12)(O)C1=C2C=NNC2=CC(=C1)Cl)=O ((1r,3r,5s,6r)-3-(6-chloro-1H-indazol-4-yl)-3-hydroxy-bicyclo[3.1.0]hexane-6-yl)carbamic acid ethyl ester